BrC1=CC=C(C[C@@H]2N(C[C@@H](OC2)CF)C2CCN(CC2)C(=O)OC(C)(C)C)C=C1 tert-butyl 4-((2R,5S)-5-(4-bromobenzyl)-2-(fluoromethyl)morpholino)piperidine-1-carboxylate